CN(CCN(C(OC(C)(C)C)=O)C1=NC=C(C=C1C)[N+](=O)[O-])C tert-butyl N-[2-(dimethylamino)ethyl]-N-(3-methyl-5-nitropyridin-2-yl)carbamate